(R)-2-methylenetetrahydro-1H-pyrrolizine C=C1C[C@H]2CCCN2C1